(11R)-11-(cyclohexylmethyl)-6-(2,6-dimethylphenyl)-16-methyl-2,2-dioxo-9-oxa-2λ6-thia-3,5,12,19-tetrazatricyclo[12.3.1.14,8]nonadeca-1(18),4(19),5,7,14,16-hexaen-13-one C1(CCCCC1)C[C@@H]1COC2=CC(=NC(NS(C=3C=C(C=C(C(N1)=O)C3)C)(=O)=O)=N2)C2=C(C=CC=C2C)C